ClC1=CC=C(C=C1)C1C(C2(N3CCCC13)C(C1=CC=CC3=CC=CC2=C13)=O)C(C1=CC(=C(C=C1)O)OC)=O (4-chlorophenyl)-2'-(4-hydroxy-3-methoxybenzoyl)-1',2',5',6',7',7a'-hexahydro-2H-spiro[acenaphthylene-1,3'-pyrrolizin]-2-one